Tert-butyl (S)-(1-(benzo[d][1,3]dioxol-5-yl-2,2-d2)-1-oxopropan-2-yl)(methyl)carbamate O1C(OC2=C1C=CC(=C2)C([C@H](C)N(C(OC(C)(C)C)=O)C)=O)([2H])[2H]